2-(2-Hydroxypropan-2-yl)-N'-((3-methyl-2-(trifluoromethyl)-6,7-dihydro-5H-cyclopenta[b]pyridin-4-yl)carbamoyl)thiazole-5-sulfonimidamide OC(C)(C)C=1SC(=CN1)S(=O)(N)=NC(NC1=C2C(=NC(=C1C)C(F)(F)F)CCC2)=O